N-((S)-1-amino-3-hydroxy-2-methyl-1-oxopropan-2-yl)-5-(bicyclo[3.1.0]hexan-3-ylmethyl)-2-methylbenzofuran-3-carboxamide NC([C@@](CO)(C)NC(=O)C1=C(OC2=C1C=C(C=C2)CC2CC1CC1C2)C)=O